C(#N)C1=CC=2N(N=C1)C(=CC2)C2=CC(=C(C=N2)C2=NN=C(S2)N2CCC(CCC2)NC(C)=O)NC(C)C N-(1-(5-(6-(3-cyanopyrrolo[1,2-b]pyridazin-7-yl)-4-(isopropylamino)pyridin-3-yl)-1,3,4-thiadiazol-2-yl)azepan-4-yl)acetamide